ClC1=NC=C(C(=N1)NCC1=CC(=C(C=C1)C=1N(C=C(N1)C(F)(F)F)C(C)C)OC)N 2-chloro-N4-({4-[1-isopropyl-4-(trifluoromethyl)imidazol-2-yl]-3-methoxyphenyl}methyl)pyrimidine-4,5-diamine